C1COCCN1CCCS(=O)(=O)O The molecule is a Good's buffer substance, pKa = 7.2 at 20 ℃. It is a member of morpholines, a MOPS and an organosulfonic acid. It is a conjugate acid of a 3-(N-morpholino)propanesulfonate. It is a tautomer of a 3-(N-morpholiniumyl)propanesulfonate.